BrC1=C(C=C(C=C1)S(=O)(=O)NC([O-])=O)F N-(4-bromo-3-fluoro-phenyl)sulfonylcarbamate